2,2,2-trifluoroethyl 2-[methyl-[[4-(pentafluoro-sulfanyl)phenyl]methyl]amino]-2-oxo-acetate CN(C(C(=O)OCC(F)(F)F)=O)CC1=CC=C(C=C1)S(F)(F)(F)(F)F